O1N=C(C=C1)C=O ISOXAZOLE-3-CARBALDEHYDE